2,6-bis[3-(9H-carbazol-9-yl)phenyl]Pyridine C1=CC=CC=2C3=CC=CC=C3N(C12)C=1C=C(C=CC1)C1=NC(=CC=C1)C1=CC(=CC=C1)N1C2=CC=CC=C2C=2C=CC=CC12